N[C@@H](CS(=O)CC=C)C(=O)O.[Al] aluminum (AlliiN)